thiadiazole-2-thiol S1N(NC=C1)S